C1(CCC1)C=1C=C2C(=C(C(N(C2=CC1)C)=O)C#N)N1CCC(CC1)C=1OC2=C(N1)C=C(C=C2)C 6-Cyclobutyl-1-methyl-4-[4-(5-methyl-1,3-benzooxazol-2-yl)piperidin-1-yl]-2-oxo-1,2-dihydroquinoline-3-carbonitrile